F[P-](F)(F)(F)(F)F.C(#N)[C@H]1N(CC(C1)(F)F)C(CNC(=O)C1=CC=NC2=CC=C(C=C12)OCCC[N+]1(CCN(CC1)C(C1=CC=C(C=C1)I)=O)C)=O (S)-1-(3-((4-((2-(2-cyano-4,4-difluoropyrrolidin-1-yl)-2-oxoethyl)carbamoyl)quinolin-6-yl)oxy)propyl)-4-(4-iodobenzoyl)-1-methylpiperazin-1-ium hexafluorophosphate